NC1=CC=C(C(=N1)C=1C=C2CN(C(C2=CC1)=O)C1C(NC(CC1)=O)=O)[N+](=O)[O-] 3-[5-(6-amino-3-nitropyridin-2-yl)-1-oxo-2,3-dihydro-1H-isoindol-2-yl]piperidine-2,6-dione